CC(C=O)(CN(CCOC)CCOC)C 2,2-dimethyl-3-bis(2-methoxyethyl)aminopropanal